1-(cyclobutylmethyl)-1H-pyrazolo[3,4-d]Pyrimidine-6-carbonitrile C1(CCC1)CN1N=CC=2C1=NC(=NC2)C#N